C(C)(C)OC(=O)N1[C@@H]([C@H](C[C@H]1C)S(=O)(=O)C)COC1CC2CC2(CC1)C1=NC=C(C=N1)F (2r,3s,5r)-2-(((6-(5-fluoropyrimidin-2-yl)bicyclo[4.1.0]hept-3-yl)oxy)methyl)-5-methyl-3-(methylsulfonyl)pyrrolidine-1-carboxylic acid isopropyl ester